benzyl 3-(3-(2-ethoxy-2-oxoethyl)oxetan-3-yl)-3-nitropiperidine-1-carboxylate C(C)OC(CC1(COC1)C1(CN(CCC1)C(=O)OCC1=CC=CC=C1)[N+](=O)[O-])=O